6,7-dimethyl-2-hydroxyquinoxaline CC=1C=C2N=CC(=NC2=CC1C)O